4,6-bis(2,4-dimethylphenyl)-2-(2-hydroxy-4-(3-dodecyloxy-2-hydroxypropoxy)phenyl)-s-triazine CC1=C(C=CC(=C1)C)C1=NC(=NC(=N1)C1=C(C=C(C=C1)C)C)C1=C(C=C(C=C1)OCC(COCCCCCCCCCCCC)O)O